C1(CCCC1)CC1=NC=C(C(=N1)OC1=CC=CC=C1)C(=O)NC(C)C=CS(=O)(=O)C 2-(cyclopentylmethyl)-N-(4-(methylsulfonyl)but-3-en-2-yl)-4-phenoxypyrimidine-5-carboxamide